Dimethyl (3-((tert-butyldimethylsilyl)oxy)-2-(4-((tertbutyldimethylsilyl)oxy)-2-methylbutan-2-yl)-5-methylbenzyl)phosphonate [Si](C)(C)(C(C)(C)C)OC=1C(=C(CP(OC)(OC)=O)C=C(C1)C)C(C)(CCO[Si](C)(C)C(C)(C)C)C